diazenyl-pyridinone tert-butyl-N-[3-methyl-5-[[2-[(2S,5R)-5-methyl-2-(7-oxo-6,8-dihydro-5H-1,8-naphthyridin-3-yl)-1-piperidyl]-2-oxo-acetyl]amino]-2-pyridyl]carbamate C(C)(C)(C)OC(NC1=NC=C(C=C1C)NC(C(=O)N1[C@@H](CC[C@H](C1)C)C=1C=NC=2NC(CCC2C1)=O)=O)=O.N(=N)C=1C(NC=CC1)=O